((2-(3-chlorophenyl)-2-methylpropoxy)carbonyl)-L-leucine ClC=1C=C(C=CC1)C(COC(=O)N[C@@H](CC(C)C)C(=O)O)(C)C